tetradecyl-phosphonium nitrate [N+](=O)([O-])[O-].C(CCCCCCCCCCCCC)[PH3+]